4-((2-(3-(5-chloro-6-oxo-1,6-dihydropyridazin-4-yl)propyl)-2-azaspiro[3.3]heptan-6-yl)oxy)-2,7-dimethylisoindolin-1-one ClC1=C(C=NNC1=O)CCCN1CC2(C1)CC(C2)OC2=C1CN(C(C1=C(C=C2)C)=O)C